tert-butyl(trans-4-(1-methyl-1H-pyrazol-4-yl)pyrrolidin-3-yl)carbamate C(C)(C)(C)OC(N[C@@H]1CNC[C@H]1C=1C=NN(C1)C)=O